[Fe](Cl)Cl.CC1=C(N)C=CC=C1.CC1=C(N)C=CC=C1 di(2-methylaniline) iron (II) chloride